Cl.N[C@@H]1CC[C@H](CC1)C1(OC2=C(O1)C(=CC(=C2C)C(=O)OC)Br)C methyl 2-(trans-4-aminocyclohexyl)-7-bromo-2,4-dimethylbenzo[d][1,3]dioxole-5-carboxylate hydrochloride salt